C(C)OC(=O)C=1C(N(C=CC1OCC)C1=CC=C(C=C1)F)=O 4-ethoxy-1-(4-fluorophenyl)-2-oxo-1,2-dihydropyridine-3-carboxylic acid ethyl ester